C(C=C)(=O)NC1=CC=C(C=C1)S(=O)(=O)N1CCC2(CNC2)CC1 7-((4-acrylamidophenyl)sulfonyl)-2,7-diazaspiro[3.5]nonane